7-chloroquinoline nitrogen [N].ClC1=CC=C2C=CC=NC2=C1